2-Oxoethyl-Benzoate (2-Oxoethyl Benzoate) O=CCC1=C(C(=O)O)C=CC=C1.O=CCOC(C1=CC=CC=C1)=O